C(C)N(CCO)C1=NC=C(C=N1)B1OC(C(O1)(C)C)(C)C 2-(ethyl(5-(4,4,5,5-tetramethyl-1,3,2-dioxaborolan-2-yl)pyrimidin-2-yl)amino)ethan-1-ol